chrysanthemoyl chloride CC(=CC1C(C1(C)C)C(=O)Cl)C